C(C)O/C=C/C(C(=O)OCC)=O Ethyl (E)-4-ethoxy-2-oxobut-3-enoate